(E)-3-(6-aminopyridin-3-yl)-N-((5-(5-(4,4-difluoropiperidine-1-carbonyl)pyridin-2-yl)-7-(1,3,4-oxadiazol-2-yl)benzofuran-2-yl)methyl)acrylamide calcium silicate [Si]([O-])([O-])([O-])[O-].[Ca+2].NC1=CC=C(C=N1)/C=C/C(=O)NCC=1OC2=C(C1)C=C(C=C2C=2OC=NN2)C2=NC=C(C=C2)C(=O)N2CCC(CC2)(F)F.[Ca+2]